2-(4-(trifluoromethyl)phenyl)isonicotinaldehyde FC(C1=CC=C(C=C1)C=1C=C(C=O)C=CN1)(F)F